4-(1-benzyl-2-methyl-1H-imidazo[4,5-b]piperazin-6-yl)-6-methyl-1H-pyrrolo[2,3-c]pyridin-7(6H)-one C(C1=CC=CC=C1)N1C(=NC2=C1NC(CN2)C=2C1=C(C(N(C2)C)=O)NC=C1)C